porphyrin mono-copper [Cu].C12=CC=C(N1)C=C1C=CC(=N1)C=C1C=CC(N1)=CC=1C=CC(N1)=C2